3-fluoro-4-((6-methyl-5-nitroisoquinolin-1-yl)amino)benzonitrile FC=1C=C(C#N)C=CC1NC1=NC=CC2=C(C(=CC=C12)C)[N+](=O)[O-]